NC1(CCN(CC1)C([C@@H](CCCCN)NC(C(CCC1CC1)NC([C@@H](CC1=CC=CC=C1)N)=O)=O)=O)C(=O)O 4-amino-1-[(2R)-6-amino-2-[[2-[[(2R)-2-amino-3-phenyl-propionyl]amino]-4-cyclopropyl-butyryl]amino]hexanoyl]piperidine-4-carboxylic acid